2-fluoro-4-(6-(1-methyl-1H-pyrrolo[2,3-b]pyridin-5-yl)-3-((1-methylpiperidin-4-yl)methyl)-3H-imidazo[4,5-c]pyridin-7-yl)benzonitrile FC1=C(C#N)C=CC(=C1)C=1C2=C(C=NC1C=1C=C3C(=NC1)N(C=C3)C)N(C=N2)CC2CCN(CC2)C